CC1=C(N=NC(=C1)C(F)(F)F)CC(=O)[O-].[Li+] lithium 2-[4-methyl-6-(trifluoromethyl)pyridazin-3-yl]acetate